ClC1=CC(=C(N=N1)OCC(F)(F)F)NC1=CC(=NC=C1)NC(CCN1CCN(CC1)C)=O N-(4-{[6-chloro-3-(2,2,2-trifluoroethoxy)pyridazin-4-yl]amino}pyridin-2-yl)-3-(4-methylpiperazin-1-yl)propanamide